C(C1=CC=CC=C1)N1CCC(CC1)(C#N)O 1-benzyl-4-hydroxy-piperidine-4-carbonitrile